1-(ethoxy)-5-hydroxyphthalazine C(C)OC1=NN=CC2=C(C=CC=C12)O